benzyl (2S,4S)-4-(cyclopropylmethoxy)-2-(4-((cyclopropylmethoxy)carbonyl)phenyl)piperidine-1-carboxylate C1(CC1)CO[C@@H]1C[C@H](N(CC1)C(=O)OCC1=CC=CC=C1)C1=CC=C(C=C1)C(=O)OCC1CC1